OC=1C=NC2=C(C=C(C=C2C1)OC(F)(F)F)N1C[C@@H](N(C[C@H]1C)C1=CC(N(C=2C=CC(=NC12)C#N)C)=O)C 8-((2S,5R)-4-(3-Hydroxy-6-(trifluoromethoxy)chinolin-8-yl)-2,5-dimethylpiperazin-1-yl)-5-methyl-6-oxo-5,6-dihydro-1,5-naphthyridin-2-carbonitril